C(CCC)OO butylhydroperoxide